tert-butyl (4-(8-amino-1-(4-((2-chlorophenyl)sulfonamido)-3-fluorophenyl)-3-isopropylimidazo[1,5-a]pyrazin-5-yl)cyclohexyl)carbamate NC=1C=2N(C(=CN1)C1CCC(CC1)NC(OC(C)(C)C)=O)C(=NC2C2=CC(=C(C=C2)NS(=O)(=O)C2=C(C=CC=C2)Cl)F)C(C)C